O1N=C(C=C1)COC1=C(C=C2C=C(NC2=C1)CNC(=O)N1CCCC1)C N-((6-(isoxazol-3-ylmethoxy)-5-methyl-1H-indol-2-yl)methyl)pyrrolidine-1-carboxamide